6-((5-(5-amino-2-methylpyridin-3-yl)-7-(2-(ethyl(methyl)amino)ethyl)-1-oxo-3,4-dihydroisoquinolin-2(1H)-yl)methyl)-4-ethoxynicotinonitrile NC=1C=C(C(=NC1)C)C1=C2CCN(C(C2=CC(=C1)CCN(C)CC)=O)CC1=NC=C(C#N)C(=C1)OCC